NC=1C2=C(N=CN1)N(C(=C2C2=CC=C(C(=O)NCC1CCC1)C=C2)C2=CC=C(C=C2)NC(C(=C)C)=O)C 4-(4-amino-6-(4-methacrylamido-phenyl)-7-methyl-7H-pyrrolo[2,3-d]pyrimidin-5-yl)-N-(cyclobutylmethyl)benzamide